C1(=CC=C(C=C1)CN(C(OC(C)(C)C)=O)CCC1=CC(=C(C(=C1)CN(CC1=NC=CC=C1)CC1=NC(=CC=C1)NC(CCCCC)=O)O)CN(CC1=NC=CC=C1)CC1=NC(=CC=C1)NC(CCCCC)=O)C1=CC=CC=C1 Tert-butyl ([1,1'-biphenyl]-4-ylmethyl)(3,5-bis((((6-hexanamidopyridin-2-yl) methyl)(pyridin-2-ylmethyl)amino)methyl)-4-hydroxyphenethyl)carbamate